[K].O=C[C@@H](O)[C@@H](O)[C@H](O)[C@H](O)CO mannose potassium salt